COC(=O)C1(NC[C@H](C1)F)CC(=C)CCl.CC=1N(C=CN1)CN1C(CC(C1)CCC)=O 1-[(2-methyl-1H-imidazol-1-yl)methyl]-4-propylpyrrolidin-2-one methyl-(4S)-2-(2-(chloromethyl)allyl)-4-fluoropyrrolidin-2-carboxylate